C(C)(=O)OC1=C(N)C=CC(=C1)Br 2-acetoxy-4-bromo-aniline